sodium (4,6-dichloro-1,3,5-triazin-2-oxy) benzenesulfonate C1(=CC=CC=C1)S(=O)(=O)OOC1=NC(=NC(=N1)Cl)Cl.[Na]